OC=1C=C(C=CC1OC(C)C)C=CC(C)=O 4-(3-hydroxy-4-isopropoxyphenyl)but-3-en-2-one